5-((4-(2-(4-(Bis(4-fluorophenyl)methylene)piperidin-1-yl)ethyl)-1H-1,2,3-triazol-1-yl)sulfonyl)-2,4-di-methylthiazole FC1=CC=C(C=C1)C(=C1CCN(CC1)CCC=1N=NN(C1)S(=O)(=O)C1=C(N=C(S1)C)C)C1=CC=C(C=C1)F